C1(CCCC1)COCC=1C=C2CCN3C(C2=CC1)=CC(=NC3)OC[C@H]3OCCOC3 9-Cyclopentylmethoxymethyl-2-((S)-1-[1,4]dioxan-2-ylmethoxy)-6,7-dihydro-pyrimido[6,1-a]isoquinolin